NC1=NC=2N=CC(=CC2C2=C1C=NN2C)C(=O)O 4-amino-1-methyl-1H-pyrazolo[4,3-c][1,8]naphthyridine-8-carboxylic acid